COC(=O)C=1N=C(SC1)NCCN(C)C 2-[2-(dimethylamino)ethylamino]Thiazole-4-carboxylic acid methyl ester